[1-[4-(6-Oxaspiro[3.3]heptan-2-ylamino)-5-oxido-6,7-dihydrothieno[3,2-d]pyrimidin-5-ium-2-yl]azetidin-3-yl]-isothiazol-4-carboxylat C1C(CC12COC2)NC=2C1=C(N=C(N2)N2CC(C2)OC(=O)C=2C=NSC2)CC[S+]1[O-]